chloro-4-amino-2,1,3-benzothiadiazole ClC1=C(C=2C(=NSN2)C=C1)N